C(C1=CC=CC=C1)(C1=CC=CC=C1)(C1=CC=CC=C1)N1C=NC2=C1C=CC(=C2)OC2=CC=C(N=N2)CN2CCOCC2 4-[[6-(1-tritylbenzimidazol-5-yl)oxypyridazin-3-yl]methyl]morpholine